4-(4-amino-8-fluoro-6,7-dimethoxyquinazolin-2-yl)-1-((R)-3-(ethylamino)-3-(4-fluorophenyl)propanoyl)piperidine-3-carboxylic acid NC1=NC(=NC2=C(C(=C(C=C12)OC)OC)F)C1C(CN(CC1)C(C[C@H](C1=CC=C(C=C1)F)NCC)=O)C(=O)O